BrC=1C=C(C=C(C1)Br)C1=CC=C(C=C1)N(C1=CC=C(C=C1)OC)C1=CC=C(C=C1)OC 3',5'-dibromo-N,N-bis(4-methoxyphenyl)-[1,1'-biphenyl]-4-amine